COC1=C(CN2C(N=C(C=3N=NC(=CC32)C3=CC(=CC2=CC=CC=C32)O)N3C[C@@]2(CC[C@H](C3)N2C(=O)OC(C)(C)C)C)=O)C=CC(=C1)OC Tert-butyl (1S,5R)-3-(5-(2,4-dimethoxybenzyl)-3-(3-hydroxynaphthalen-1-yl)-6-oxo-5,6-dihydropyrimido[5,4-c]pyridazin-8-yl)-1-methyl-3,8-diazabicyclo[3.2.1]octane-8-carboxylate